C(CCC)OC1=CC=C(C=C1)S(=O)(=O)C=1C=NC2=CC=C(C=C2C1N1CCN(CC1)C1=CC=C(C=C1)F)C(=O)OCC ethyl 3-((4-butoxyphenyl)sulfonyl)-4-(4-(4-fluorophenyl)piperazin-1-yl)quinoline-6-carboxylate